6-[(4-chloro-1H-indol-6-yl)amino]-4-{[5-(propan-2-yl)pyridin-3-yl]amino}pyridine-2-carbonitrile ClC1=C2C=CNC2=CC(=C1)NC1=CC(=CC(=N1)C#N)NC=1C=NC=C(C1)C(C)C